OC1=C(OCC(=O)OCC)C=C(C=C1)[C@H]1OC2=CC(=CC(=C2C[C@H]1O)O)O ethyl 2-(2-hydroxy-5-((2R,3R)-3,5,7-trihydroxychroman-2-yl) phenoxy)acetate